C(C=C)C1=CC(=CC=C1)C(=O)OC1=CC=CC=C1 1-allyl-3-(phenyl-carboxy)-benzene